FC1(C(C2=C(N(C=C2C(F)(F)F)C=2C=C(C(C(=O)O)=CC2)C(=O)O)C1)O)F.CON(C(C(C)C1=NOC(=N1)C)=O)C N-methoxy-N-methyl-2-(5-methyl-1,2,4-oxadiazol-3-yl)propanamide 4-(5,5-Difluoro-4-hydroxy-3-(trifluoromethyl)-5,6-dihydrocyclopenta[b]pyrrol-1(4H)-yl)phthalate